CCCCC/C=C\C/C=C\C/C=C\CCCCC(=O)OC[C@H](COP(=O)(O)OC[C@H](CO)O)OC(=O)CCC/C=C\C/C=C\C/C=C\C/C=C\C/C=C\CC 1-(6Z,9Z,12Z-octadecatrienoyl)-2-(5Z,8Z,11Z,14Z,17Z-eicosapentaenoyl)-glycero-3-phospho-(1'-sn-glycerol)